BrCC(=O)C1=C(C(=O)OC)C=CC=C1 methyl (2-bromoacetyl)benzoate